6-(2,6-dichloropyridin-4-yl)-2-oxaspiro[3.3]heptane-6-carboxylic acid ClC1=NC(=CC(=C1)C1(CC2(COC2)C1)C(=O)O)Cl